C(C(C)C)OC1=CC=C(CC2C(N(CC3(CC3)C2)C2CCN(CC2)C)=O)C=C1 7-(4-isobutoxybenzyl)-5-(1-methylpiperidin-4-yl)-5-azaspiro[2.5]octan-6-one